C(=C)[N+]1=CN(C=C1)CCCCCCN1C=[N+](C=C1)C=C 3,3'-divinyl-1,1'-(1,6-hexanediyl)diimidazolium